C(C1=CC=C(C(=O)O)C=C1)(=O)[O-].[Li+] monolithium terephthalate